ClC=1C=C2C(N(CN(C2=CC1C#N)C1=C(C=C(C=C1)OC(F)(F)F)C)C=1C(=NC(=CC1)OC)C)=O 6-chloro-3-(6-methoxy-2-methylpyridin-3-yl)-1-(2-methyl-4-(trifluoromethoxy)phenyl)-4-oxo-1,2,3,4-tetra-hydroquinazoline-7-carbonitrile